(S)-4-amino-5-((2',6-bis(difluoromethyl)-[2,4'-bipyridyl]-5-yl)oxy)-2,4-Dimethylpentan-2-ol N[C@@](CC(C)(O)C)(COC=1C=CC(=NC1C(F)F)C1=CC(=NC=C1)C(F)F)C